3-(2-(4-methoxybenzoyl)-1,2,3,4-tetrahydroisoquinolin-5-yl)-3-(7-methoxy-1-methyl-1H-benzo[d][1,2,3]triazol-5-yl)propionic acid COC1=CC=C(C(=O)N2CC3=CC=CC(=C3CC2)C(CC(=O)O)C2=CC3=C(N(N=N3)C)C(=C2)OC)C=C1